C1(=CC=CC=C1)N1CC2(CN(C2)C2=CC(=NC=N2)N2CCOCC2)C1 4-(6-(6-Phenyl-2,6-diazaspiro[3.3]heptan-2-yl)pyrimidin-4-yl)morpholine